ClC=1C(=NC(=NC1)N1CC2(CCC2)C[C@H](C1)O)NC1=CC=2C3=C(C(N(C2C=C1)C)=O)OCC([C@@H](N3)C3CC3)(F)F (S)-10-((5-Chloro-2-((R)-8-hydroxy-6-azaspiro[3.5]nonan-6-yl)pyrimidin-4-yl)amino)-2-cyclopropyl-3,3-difluoro-7-methyl-1,2,3,4-tetrahydro-[1,4]oxazepino[2,3-c]chinolin-6(7H)-on